tricyclopentadienyl-tantalum C1(C=CC=C1)[Ta](C1C=CC=C1)C1C=CC=C1